4-((8-methyl-2,3-dihydro-1H-pyrido[2,3-b][1,4]oxazin-7-yl)amino)-2-oxo-N-(4-(4-(2,2,3,3-tetramethylcyclopropane-1-carbonyl)piperazin-1-yl)phenyl)-1,2-dihydropyridine-3-carboxamide CC1=C(C=NC=2OCCNC21)NC2=C(C(NC=C2)=O)C(=O)NC2=CC=C(C=C2)N2CCN(CC2)C(=O)C2C(C2(C)C)(C)C